1-((5-Chloro-3-(5-methylisoxazol-3-yl)-1-phenyl-1H-pyrazol-4-yl)methyl)-N-isopentylazepan-3-amine ClC1=C(C(=NN1C1=CC=CC=C1)C1=NOC(=C1)C)CN1CC(CCCC1)NCCC(C)C